(R)-8-(1-aminopropyl)-3,6-dimethyl-2-morpholinoquinazolin-4(3H)-one N[C@H](CC)C=1C=C(C=C2C(N(C(=NC12)N1CCOCC1)C)=O)C